diphenoxytert-butyl-phosphine chloride [Cl-].O(C1=CC=CC=C1)P(C(C)(C)C)OC1=CC=CC=C1